C1(=CC=CC=C1)C(=C)OS(=O)(=O)C1=CC=C(C=C1)C 1-phenylvinyl-4-methylbenzenesulfonate